1-{(2S)-6-[5-(difluoromethyl)-1-methyl-1H-1,2,4-triazol-3-yl]-7-methyl-3,4-dihydro-1H-spiro[1,8-naphthyridine-2,3'-pyrrolidin]-1'-yl}-2-(3,4-difluorophenyl)ethan-1-one FC(C1=NC(=NN1C)C=1C=C2CC[C@]3(CN(CC3)C(CC3=CC(=C(C=C3)F)F)=O)NC2=NC1C)F